(5S)-N-(9-Methyl-8-oxo-6,7,8,9-tetrahydro-5H-imidazo[1,2-a][1,3]diazepin-7-yl)-5-(trifluoromethyl)-4,5,6,7-tetrahydro-1H-indazol-3-carboxamid CN1C=2N(CCC(C1=O)NC(=O)C1=NNC=3CC[C@@H](CC13)C(F)(F)F)C=CN2